C(C)(=O)OC[C@]1(O[C@H]([C@@H]([C@@H]1OC(C)=O)OC(C)=O)N1C=2N=C(NC(C2N=C1)=O)NC(C(C)C)=O)COCCOCCOCCO [(2R,3S,4R,5R)-3,4-Diacetoxy-2-[2-[2-(2-hydroxyethoxy)-ethoxy]ethoxy-methyl]-5-[2-(2-methylpropanoylamino)-6-oxo-1H-purin-9-yl]tetrahydro-furan-2-yl]methyl acetate